5-amino-4-bromo-6-(1-methyl-5-(trifluoromethyl)benzimidazol-2-yl)pyridine-2-carboxamide NC=1C(=CC(=NC1C1=NC2=C(N1C)C=CC(=C2)C(F)(F)F)C(=O)N)Br